FC(C=1C=C2C=CC(NC2=CC1)=O)(F)F 6-(trifluoromethyl)-quinolin-2-one